ClC=1C=C(C=CC1F)N(S(=O)(=O)CCN1CCN(CC1)C1CN(C1)S(=O)(=O)C)CC1=C(C=C(C=C1)C(=O)NN)F N-(3-chloro-4-fluorophenyl)-N-(2-fluoro-4-(hydrazinecarbonyl)benzyl)-2-(4-(1-(methylsulfonyl)azetidin-3-yl)piperazin-1-yl)ethane-1-sulfonamide